CS(=O)(=O)C=1C=C(C=CC1)S(=O)(=O)NC1=C(C=CC=C1)N1CCCCC1 3-(methylsulfonyl)-N-(2-(piperidin-1-yl)phenyl)benzenesulfonamide